N-(4-iodo-5-methylpyridin-2-yl)-5-methyl-1,2,4-oxadiazol-3-amine IC1=CC(=NC=C1C)NC1=NOC(=N1)C